NC1=NN(C=C1C=1C=C2CCNC(C2=CC1)=O)C=1C(=C(C=CC1)NC(C=C)=O)F N-(3-(3-amino-4-(1-oxo-1,2,3,4-tetrahydroisoquinolin-6-yl)-1H-pyrazol-1-yl)-2-fluorophenyl)acrylamide